ClC=1C=CC=C2C=CC=C(C12)N1CC=2N=CN=C(C2CC1)N1CCN(CC1)C1=C(C(=C(C(=C1F)F)S(=O)C)F)F 7-(8-chloranyl-1-naphthyl)-4-[4-[2,3,5,6-tetrakis(fluoranyl)-4-methylsulfinyl-phenyl]piperazin-1-yl]-6,8-dihydro-5H-pyrido[3,4-d]pyrimidine